4-((4-methoxybenzylcarbamoyloxy)methyl)picolinic acid methyl ester COC(C1=NC=CC(=C1)COC(NCC1=CC=C(C=C1)OC)=O)=O